(2-methoxy-4-methylphenyl)chlorophosphine COC1=C(C=CC(=C1)C)PCl